C(C)(C)(C)OC(=O)N1C(COCC1)C1=CC(=C(C=C1)C=1N=C2SC3=C(N2C1)C=CC(=C3)C(NC3CCN(CC3)C)=O)F 3-(3-fluoro-4-(7-((1-methylpiperidin-4-yl)carbamoyl)benzo[d]imidazo[2,1-b]thiazol-2-yl)phenyl)morpholine-4-carboxylic acid tert-butyl ester